C(CC)N1C(C(N(C(C1=O)=O)CCC)=O)=O N,N'-dipropyl-2,3,5,6-tetraketopiperazine